ClC1=NC=C2N(C(N(C2=N1)C1CCN(CC1)NCCOC1=CC=NC2=CC(=C(C=C12)[N+](=O)[O-])C)=O)C 2-Chloro-7-methyl-9-(1-((2-((7-methyl-6-nitroquinolin-4-yl)oxy)ethyl)amino)piperidine-4-yl)-7,9-dihydro-8H-purin-8-one